C12CN(CC(CC1)C2)C2=NC=C(C(=N2)NC2=CC=1C3=C(C(N(C1C=C2)C)=O)C(OC[C@@H](N3)C)=O)Cl (2S)-10-((2-(3-azabicyclo[3.2.1]octan-3-yl)-5-chloropyrimidin-4-yl)amino)-2,7-dimethyl-2,3-dihydro-[1,4]oxazepino[6,5-c]quinoline-5,6(1H,7H)-dione